(1S,2S)-8'-((S)-2,2-Dimethyltetrahydro-2H-pyran-4-yl)-2-methyl-3'H,5'H-spiro[cyclopropane-1,12'-[1,2,4]oxadiazolo[4',3':4,5]pyrazino[1,2-a]indole]-3',5'-dione CC1(OCC[C@@H](C1)C=1C=C2C=C3N(C2=CC1)[C@]1(C=2N(C3=O)C(ON2)=O)[C@H](C1)C)C